COC(CCCCCC1C(C1)CCCCCCCCCCC(CCCCCCCCC)CN(C)C)=O methyl-6-(2-{11-[(dimethylamino)methyl]icosyl}cyclopropyl)hexanoate